1-Methyl-1H-pyrrolo[3,2-b]pyridine-2,3-dione CN1C(C(C2=NC=CC=C21)=O)=O